C[Si](C=1C=C(C=CC1)B(O)O)(C)C (3-(trimethylsilyl)phenyl)boronic acid